benzyl (1R,3S,5R)-2-azabicyclo[3.1.0]hexane-3-carboxylate [C@@H]12N[C@@H](C[C@H]2C1)C(=O)OCC1=CC=CC=C1